[Fe].[Na].N(CC(=O)O)(CC(=O)O)CC(=O)O nitrilotriacetic acid sodium iron